CC1=C(C=CC(=C1)C)NC(=S)N 2,4-dimethylphenyl-thiourea